N1(CCC1)CC1=C(C#N)C=CC=C1F 2-(azetidin-1-ylmethyl)-3-fluorobenzonitrile